C(C)NCCOC=1C=C2C(C3=C(C4=C(O3)C=CC=C4)C(C2=CC1)=O)(C)C 8-(2-Ethylamino-ethoxy)-6,6-dimethyl-6H-benzo[b]naphtho[2,3-d]furan-11-one